2-[2-[3,4-bis(2-methoxyethoxy)oxolan-2-yl]-2-(2-methoxyethoxy)ethoxy]ethyl hexadecanoate C(CCCCCCCCCCCCCCC)(=O)OCCOCC(OCCOC)C1OCC(C1OCCOC)OCCOC